4-(DIMETHYLAMINO)-3-HYDROXYBUTANOIC ACID CN(CC(CC(=O)O)O)C